2-(1-(4-Chloro-2-fluorophenyl)ethoxy)-3-iodopyridine ClC1=CC(=C(C=C1)C(C)OC1=NC=CC=C1I)F